(1-Cyclopropyl-5-((2S,6R)-2,6-dimethylmorpholino)-6-oxo-1,6-dihydropyridazin-3-yl)boronic acid C1(CC1)N1N=C(C=C(C1=O)N1C[C@@H](O[C@@H](C1)C)C)B(O)O